OC([C@@]1(C)CCCC(C)=C1\C=C\C(\C)=C\C=C\C(\C)=C\C=C\C=C(/C)\C=C\C=C(/C)\C=C\C1=C(C)CCCC1(C)C)O (3r,3'r)-dihydroxy-beta-carotene